1,3-dioxole O1COC=C1